C(C)(=O)C1=CC(=C(COC2=CC=CC(=N2)N2C[C@@H](N(CC2)CC2=NC3=C(N2C[C@H]2OCC2)C=C(C=C3)C(=O)[O-])C)C=C1)F 2-(((S)-4-(6-((4-acetyl-2-fluorobenzyl)oxy)pyridin-2-yl)-2-methylpiperazin-1-yl)methyl)-1-(((S)-oxetan-2-yl)methyl)-1H-benzo[d]imidazole-6-carboxylate